lead-antimony-zinc sulphide [S-2].[Zn+2].[Sb+3].[Pb+2]